NC=1C(=C(C=C2C=C(N=CC12)NC(=O)NC1COCCC1)C1=C(C2=C(OCCN2)N=C1)C)F 1-(8-Amino-7-fluoro-6-(8-methyl-2,3-dihydro-1H-pyrido[2,3-b][1,4]oxazin-7-yl)isoquinolin-3-yl)-3-(tetrahydro-2H-pyran-3-yl)urea